6-[[[3-(trifluoromethyl)oxetan-3-yl]amino]methyl]-2-azaspiro[3.3]heptane-2-carboxylic acid tert-butyl ester C(C)(C)(C)OC(=O)N1CC2(C1)CC(C2)CNC2(COC2)C(F)(F)F